O[C@]1(C[C@H]2CC[C@H]3[C@@H]4CCC[C@@H]([C@]4(CC[C@@H]3[C@H]2CC1)C)CNC(=O)C1=CC=NN1C)C N-(((1S,4aS,4bR,6aR,8R,10aS,10bR,12aS)-8-hydroxy-8,12a-dimethyloctadecahydrochrysen-1-yl)methyl)-1-methyl-1H-pyrazole-5-carboxamide